CC1CC(CCC1C)C 2,3,6-trimethylcyclohexan